C(C)(C)(C)OC(=O)N1C(CC(C1)=C=O)C1=C(C=CC(=C1)F)OC 2-(5-fluoro-2-methoxyphenyl)-4-carbonylpyrrolidine-1-carboxylic acid tert-butyl ester